3-(3-bromo-5-(2,5-dimethyl-1H-pyrrol-1-yl)phenyl)oxetan-3-ol BrC=1C=C(C=C(C1)N1C(=CC=C1C)C)C1(COC1)O